O1CCN(CC1)NO morpholinohydroxylamine